p-octyl-phenol C(CCCCCCC)C1=CC=C(C=C1)O